3-[4-(Difluoromethoxy)anilino]-5-(methylamino)-6-(3-methylimidazo[4,5-c]pyridin-7-yl)pyrazine-2-carboxamide FC(OC1=CC=C(NC=2C(=NC(=C(N2)NC)C=2C3=C(C=NC2)N(C=N3)C)C(=O)N)C=C1)F